5-(3-(2,2-difluoroethyl)-2-methyl-3H-imidazo[4,5-b]pyridin-5-yl)-N-methyl-7H-pyrrolo[2,3-d]pyrimidin-2-amine FC(CN1C(=NC=2C1=NC(=CC2)C2=CNC=1N=C(N=CC12)NC)C)F